FC1=C(OC=2N=CC(=NC2)NC([C@H](C)N2CC(N(CC2)C(=O)[C@H]2CCC=3N(C2)N=C(N3)CO)(C)C)=O)C=CC(=C1)F (S)-N-(5-(2,4-difluorophenoxy)pyrazin-2-yl)-2-(4-((S)-2-(hydroxymethyl)-5,6,7,8-tetrahydro-[1,2,4]triazolo[1,5-a]pyridine-6-carbonyl)-3,3-dimethylpiperazin-1-yl)propanamide